BrC=1C=NC=C(C1)C=1C(=NN(C1)C)C 3-bromo-5-(1,3-dimethylpyrazol-4-yl)pyridine